4-nitro-1,8-naphthalenedicarboxylic acid [N+](=O)([O-])C1=CC=C(C2=C(C=CC=C12)C(=O)O)C(=O)O